1-((1-(4-(isoxazol-5-yl)phenyl)piperidin-4-yl)methyl)pyrrolidin-2-one O1N=CC=C1C1=CC=C(C=C1)N1CCC(CC1)CN1C(CCC1)=O